(Z)-3-cyano-N-(9-oxo-2-(trifluoromethyl)-9H-indeno[2,1-d]pyrimidin-7-yl)acrylamide C(#N)\C=C/C(=O)NC1=CC=2C(C=3N=C(N=CC3C2C=C1)C(F)(F)F)=O